(2-methoxyphenyl)-phenylphosphine COC1=C(C=CC=C1)PC1=CC=CC=C1